methyl (9Z)-21-{[4-(dimethylamino)butanoyl]oxy}triacont-9-enoate CN(CCCC(=O)OC(CCCCCCCCCC\C=C/CCCCCCCC(=O)OC)CCCCCCCCC)C